3-[[4-[(2R)-2-[(6-tert-butylfuro[2,3-b]pyrazin-2-yl)methylamino]-3-ethyl-pentoxy]-6-(2,6-dimethylphenyl)pyrimidin-2-yl]sulfamoyl]benzoic acid C(C)(C)(C)C1=CC=2C(=NC=C(N2)CN[C@@H](COC2=NC(=NC(=C2)C2=C(C=CC=C2C)C)NS(=O)(=O)C=2C=C(C(=O)O)C=CC2)C(CC)CC)O1